C(C1CO1)OCCC[SiH2]N 3-glycidoxypropyl-aminosilane